4-(5-amino-6-(1-(1-methylpiperidin-4-yl)-1H-pyrazol-4-yloxy)pyrazin-2-yl)-2,6-dimethylbenzoic acid NC=1N=CC(=NC1OC=1C=NN(C1)C1CCN(CC1)C)C1=CC(=C(C(=O)O)C(=C1)C)C